BrC=1N=C(C(N(C1)CC(=O)OCCCC)=O)N[C@H](C)C1=CC2=C(OC3=C2C=CC=C3)C=C1 butyl (R)-2-(5-bromo-3-((1-(dibenzo[b,d]furan-2-yl)ethyl)amino)-2-oxopyrazin-1(2H)-yl)acetate